(4-chlorophenyl)-6-(3-methylpiperidin-1-yl)-2-(pyridin-3-yl)pyrimidine ClC1=CC=C(C=C1)C1=NC(=NC(=C1)N1CC(CCC1)C)C=1C=NC=CC1